C(C)(C)N1[C@@H](CCCC1)CC(=O)NC=1C=C(C(=NC1)C)NC(=O)C=1C=NN2C1SC(=C2)C=2C=NN(C2)C (S)-N-(5-(2-(1-isopropylpiperidin-2-yl)acetamido)-2-methylpyridin-3-yl)-2-(1-methyl-1H-pyrazol-4-yl)pyrazolo[5,1-b]Thiazole-7-carboxamide